N1C=NC2=C3C=CC=NC3=C3N=CC=CC3=C21 imidazo[4,5-f][1,10]phenanthroline